(2S,4S)-4-(3,5-Dimethylpyridin-2-ylamino)pyrrolidine-1,2-dicarboxylic acid 1-tert-butyl ester 2-methyl ester COC(=O)[C@H]1N(C[C@H](C1)NC1=NC=C(C=C1C)C)C(=O)OC(C)(C)C